NC(CN(C(OC)=O)C1(CC1)C1=CC(=CC=C1)C(F)(F)F)(C)C Methyl (2-amino-2-methylpropyl)(1-(3-(trifluoromethyl)phenyl)cyclopropyl)carbamate